2-methoxy-5-aminobenzenesulfonic acid sodium salt [Na+].COC1=C(C=C(C=C1)N)S(=O)(=O)[O-]